ClC1=CC=C(C=C1)CCN1CCNCC1 [2-(4-chlorophenyl)ethyl]piperazine